FC(COC=1C(=NON1)C(=O)NC1=CC=CC=C1)F 4-(2,2-difluoroethoxy)-N-phenyl-1,2,5-oxadiazole-3-carboxamide